N(N)C1=CC=NC=C1 4-hydrazineylpyridin